BrC1=C(C=CC=C1)C=1C(=CC(=C(C1)C1=CC=CC=C1)C1=CC=CC=C1)C1=CC=CC=C1 bromo-4',5'-diphenyl-[1,1':2',1''-terphenyl]